C(C)S(=O)(=O)OC1=C(C=CC=C1)NC(=O)NC1=CC(=CC=C1)OS(=O)(=O)C1=CC=CC=C1 N-[2-(ethanesulfonyloxy)phenyl]-N'-[3-(benzenesulfonyloxy)phenyl]urea